trimethyl-[2-[(4-methylpyrazol-1-yl)methoxy]ethyl]silane C[Si](CCOCN1N=CC(=C1)C)(C)C